(-)-quinuclidinyl benzilate C1CN2CCC1[C@H](C2)OC(=O)C(C3=CC=CC=C3)(C4=CC=CC=C4)O